[Br-].C(C)(=O)O[C@@H]1[C@]2(C)[C@@H](C[C@@H]1[N+]1(CCCC1)CC=C)[C@@H]1CC[C@H]3C[C@@H]([C@H](C[C@]3(C)[C@H]1CC2)N2CCOCC2)O 1-[(2β,3α,5α,16β,17β)-17-(acetoxy)-3-hydroxy-2-(4-morpholinyl)androstan-16-yl]-1-(2-propenyl)pyrrolidinium bromide